3-(triisopropylsilyl)propynaldehyde C(C)(C)[Si](C#CC=O)(C(C)C)C(C)C